lithium carbonate lead [Pb+2].C([O-])([O-])=O.[Li+]